FC=1C=C2C(=NC1N1CCN(CC1)C(=O)OC(C)(C)C)N(C(=N2)C2=CC=C(C=C2)F)C2=CC=NC=C2 tert-butyl 4-[6-fluoro-2-(4-fluorophenyl)-3-(pyridin-4-yl)-3H-imidazo[4,5-b]pyridin-5-yl]piperazine-1-carboxylate